NCC1N(CCC2=C1C(=NN2C2=CC=C(C=C2)C(C)C)OC(C(=O)O)F)C(=O)OC(C)(C)C 2-((4-(aminomethyl)-5-(tert-butoxycarbonyl)-1-(4-isopropylphenyl)-4,5,6,7-tetrahydro-1H-pyrazolo[4,3-c]pyridin-3-yl)oxy)-2-fluoroacetic acid